4-bromo-N-[5-[3-[(4-hydroxyphenyl)sulfamoyl]-4-methoxyphenyl]-4-methyl-thiazol-2-yl]pyridine-2-carboxamide BrC1=CC(=NC=C1)C(=O)NC=1SC(=C(N1)C)C1=CC(=C(C=C1)OC)S(NC1=CC=C(C=C1)O)(=O)=O